5-(1-hydroxy-2-phenylethyl)-2-methylbenzofuran-3-carboxylic acid OC(CC1=CC=CC=C1)C=1C=CC2=C(C(=C(O2)C)C(=O)O)C1